(R)-2-(6-(4-(2-(benzyloxy)phenyl)piperidin-1-yl)-2-azaspiro[3.4]octan-2-yl)-1,3,4-oxadiazole C(C1=CC=CC=C1)OC1=C(C=CC=C1)C1CCN(CC1)[C@H]1CC2(CN(C2)C=2OC=NN2)CC1